O.O1[C@@H]([C@@H](O)C(=O)C=2C(O)=CC(O)=CC12)C1=CC(O)=C(O)C=C1 |r| (±)-taxifolin hydrate